COC1=NC=CN=C1C(C)C 2-methoxy-3-(1-methylethyl)pyrazine